N=1C(N=CC=CC1)=S 1,3-diazepine-2-thione